5-[(4S)-2,2-Dimethyloxacyclohexan-4-yl]-1H-indole-2-carboxylic acid CC1(OCC[C@@H](C1)C=1C=C2C=C(NC2=CC1)C(=O)O)C